C12C(C(C(C(C1)C(=O)O)C2)C(=O)O)C(=O)O bicyclo[2.2.1]heptane-2,3,5-tricarboxylic acid